CC1=C2C(=CC=C1)C(=O)C3=CC=CC=C3C2=O methylanthraquinone